ClC1=CC(=C(C=C1C#N)NS(=O)(=O)C=1C=C(C(=O)O)C=CC1C1CC1)OCC1CC(C1)(F)F 3-(N-(4-chloro-5-cyano-2-((3,3-difluorocyclobutyl)methoxy)phenyl)sulfamoyl)-4-cyclopropylbenzoic acid